O.Cl.CN1CCC(CC1)COC=1C=NC(=NC1)C=1C=C(CN2N=C(C=CC2=O)C=2C=C(C#N)C=CC2)C=CC1 3-(1-{3-[5-(1-Methyl-piperidin-4-ylmethoxy)-pyrimidin-2-yl]-benzyl}-6-oxo-1,6-dihydro-pyridazin-3-yl)-benzonitrile hydrochloride monohydrate